C(=C(C)C)C1C=C(C(C2C1C(=O)OC2=O)C)C 1,2,3,6-tetrahydro-6-isobutenyl-3,4-dimethylphthalic anhydride